COC=1C=C(C=C(C1)CO)CO (5-methoxy-1,3-phenylene)dimethanol